allyl-3-methylimidazolium bis(trifluoromethanesulfonyl)imide [N-](S(=O)(=O)C(F)(F)F)S(=O)(=O)C(F)(F)F.C(C=C)C=1NC=C[N+]1C